C(C)(=O)OC1C(OC(C(C1OC(C)=O)OC(C)=O)N1C(C2=CC=3C(N(C(C3C=C2C1=O)=O)CO)=O)=O)COC(C)=O 2-(Acetoxymethyl)-6-(6-(hydroxymethyl)-1,3,5,7-tetraoxo-3,5,6,7-tetrahydropyrrolo[3,4-f]isoindol-2(1H)-yl)tetrahydro-2H-pyran-3,4,5-triyl triacetate